N-(5-hydroxy-pyridin-2-yl)-2-naphth-amide OC=1C=CC(=NC1)NC(=O)C1=CC2=CC=CC=C2C=C1